C(C)(C)(C)OC(=O)N1CCC(CC1)CCC#C.CC1=C(C=C(C(=O)NC2=CC(=CC=C2)C(F)(F)F)C=C1)CNC=1C=NC=NC1 4-methyl-3-((pyrimidin-5-ylamino)methyl)-N-(3-(trifluoromethyl)phenyl)benzamide tert-butyl-4-but-3-ynylpiperidine-1-carboxylate